Methyl 7-((2-((S)-(1-ethyl-1H-pyrazole-5-carboxamido)((1r,4S)-4-methylcyclohexyl)methyl)imidazo[1,2-b]pyridazin-6-yl)methyl)-6-oxo-5-azaspiro[2.5]octane-7-carboxylate C(C)N1N=CC=C1C(=O)N[C@H](C=1N=C2N(N=C(C=C2)CC2(C(NCC3(CC3)C2)=O)C(=O)OC)C1)C1CCC(CC1)C